ClC1=C(C=CC=C1OCCCNCC(C(=O)O)=O)C=1C=C(NN2SC3=C(C2)C=CC=C3)C=CC1 N-(3-(2-chloro-3-(3-(2-oxo-2-carboxyethylamino)propoxy)phenyl)anilino)benzisothiazole